[Si](C)(C)(C(C)(C)C)OC1CCN(C1)C(=O)O.N1=CC=C(C=C1)\C=N\N=C\C=1SC=CN1 (E)-((((E)-pyridin-4-ylmethylene)hydrazono)methyl)thiazole 4-((tert-butyldimethylsilyl)oxy)pyrrolidine-1-carboxylate